CN1N=C(C=C1)S(=O)(=O)N 1-methyl-1H-pyrazole-3-sulfonamide